(R)-(2,2-Dimethoxyethyl)(1-oxopropan-2-yl)carbamic acid ethyl ester C(C)OC(N([C@@H](C=O)C)CC(OC)OC)=O